3-(2-Hydroxypropyl)-8-(1-methyl-1H-pyrazol-4-yl)-6-(6-(trifluoromethyl)pyridin-3-yl)pyrido[3,4-d]pyrimidin-4(3H)-one OC(CN1C=NC2=C(C1=O)C=C(N=C2C=2C=NN(C2)C)C=2C=NC(=CC2)C(F)(F)F)C